Methyl 2-(2-((2-methoxy-5-(4-(trifluoromethyl)phenoxy)phenyl)carbamoyl)-5-oxopyrrolidin-1-yl)acetate COC1=C(C=C(C=C1)OC1=CC=C(C=C1)C(F)(F)F)NC(=O)C1N(C(CC1)=O)CC(=O)OC